methyl-3-bromo-4,5-dimethoxybenzoic acid CC1=C(C(=O)O)C=C(C(=C1Br)OC)OC